C1C(N=C2C=CC=C3C2=C1C1=CC=CC=C1C3=O)=O naphtho[1,2,3-de]quinoline-2,7-dione